[4-[[3-[4-(difluoromethoxy)phenyl]imidazo[1,2-a]pyrazin-8-yl]amino]-2-methylphenyl]-[4-[(3S,4R)-3-hydroxypiperidine-4-carbonyl]piperazin-1-yl]methanone FC(OC1=CC=C(C=C1)C1=CN=C2N1C=CN=C2NC2=CC(=C(C=C2)C(=O)N2CCN(CC2)C(=O)[C@H]2[C@@H](CNCC2)O)C)F